N-[3-[5-(3-ethyl-4-pyridyl)-1H-pyrazolo[3,4-b]pyridine-3-carbonyl]-2,6-difluoro-phenyl]propane-1-sulfonamide C(C)C=1C=NC=CC1C=1C=C2C(=NC1)NN=C2C(=O)C=2C(=C(C(=CC2)F)NS(=O)(=O)CCC)F